C1(CC1)[C@@H](C)C1=C(N)C(=CC=C1)[C@@H](C)C1CC1 2-((R)-1-cyclopropylethyl)-6-((S)-1-cyclopropylethyl)aniline